ONC(=O)C1=CC2=C(CN([C@H](CO2)C2=CC=CC=C2)C(C(C)(C)OC)=O)C=C1 (S)-N-hydroxy-4-(2-methoxy-2-methylpropanoyl)-3-phenyl-2,3,4,5-tetrahydrobenzo[f][1,4]oxazepine-8-carboxamide